ClC1=C(C(=CC=C1)F)N1C=2N(C3=C(C1=O)C=NC(=N3)NC3=CC=C(C=C3)N3C[C@H](N([C@H](C3)C)C)C)CCN2 6-(2-chloro-6-fluorophenyl)-2-((4-((3R,5S)-3,4,5-trimethylpiperazin-1-yl)phenyl)amino)-8,9-dihydroimidazo[1,2-a]pyrimido[5,4-e]pyrimidin-5(6H)-one